(R)-2-(6-((3,3-difluoropiperidin-4-yl)(methyl)amino)-1,2,4-triazin-3-yl)-5-(1H-imidazol-1-yl)phenol FC1(CNCC[C@H]1N(C1=CN=C(N=N1)C1=C(C=C(C=C1)N1C=NC=C1)O)C)F